[N+](=[N-])=C(CN1C(C=CC1=O)=O)C1=CC=CC=C1 N-(β-diazophenylethyl)maleimide